Cl.Cl.C12CC(CC(CC1)N2)N2CCC(CC2)[C@@H]2CCC=1N(C2)C=C(N1)C1=CC(=C(C=C1)OC)OC (6S)-6-(1-(8-azabicyclo[3.2.1]oct-3-yl)piperidin-4-yl)-2-(3,4-dimethoxyphenyl)-5,6,7,8-tetrahydroimidazo[1,2-a]pyridine dihydrochloride